3-bromophenyl-3-(4-nitrophenyl)thiourea BrC=1C=C(C=CC1)NC(=S)NC1=CC=C(C=C1)[N+](=O)[O-]